P(O)(O)(=S)O[C@H]1C[C@@H](O[C@@H]1CO)N1C(=O)N=C(N)C=C1 Deoxycytidine-3'-phosphorothioate